(2S)-2-[9H-fluoren-9-ylmethoxycarbonyl-(methyl)amino]propanoic acid C1=CC=CC=2C3=CC=CC=C3C(C12)COC(=O)N([C@H](C(=O)O)C)C